C(C)(=O)C1=C(NC2=C(C=CC(=C2C1=O)Cl)Cl)S(=O)C 3-acetyl-5,8-dichloro-2-(methylsulfinyl)quinolin-4(1H)-one